BrC=1C=2N(C(=CC1)C[C@@H](C(=O)OC)NC(C1=C(C=CC=C1F)F)=O)C=CN2 methyl (S)-3-(8-bromoimidazo[1,2-a]pyridin-5-yl)-2-(2,6-difluoro benzamido)propanoate